C(C)OC(C1=CC=C(C=C1)[N+](=O)[O-])=O 4-Nitrobenzoic acid ethyl ester